naphtho[2,3-g]pteridine-2,4,6,11(1H,3H)-tetraone N1C(NC(C2=NC3=C(N=C12)C(C=1C=CC=CC1C3=O)=O)=O)=O